COC[C@@H](C)NC(C1=CN=C(C=C1)COC1=NN2C(C3=CC=CC=C13)=NN=C2C2=NOC(=C2)COC)=O (R)-N-(2-methoxy-1-methyl-ethyl)-6-[3-(5-methoxymethyl-isoxazol-3-yl)-[1,2,4]triazolo[3,4-a]phthalazin-6-yloxymethyl]-nicotinamide